3-(6-(4-(2-(4-(3-(4-chloro-3-cyclopropyl-1H-pyrrolo[2,3-b]pyridin-5-yl)phenyl)-3-oxopiperazin-1-yl)-2-oxoethoxy)piperidin-1-yl)-1-oxoisoindolin-2-yl)piperidine-2,6-dione ClC1=C2C(=NC=C1C=1C=C(C=CC1)N1C(CN(CC1)C(COC1CCN(CC1)C1=CC=C3CN(C(C3=C1)=O)C1C(NC(CC1)=O)=O)=O)=O)NC=C2C2CC2